9-nitro-5,11-dimethyl-6-(4-(2-(pyrrolidine-1-yl)ethoxy)benzyl)-6H-pyrido[4,3-b]carbazole [N+](=O)([O-])C1=CC=2C=3C(=C4C(=C(C3N(C2C=C1)CC1=CC=C(C=C1)OCCN1CCCC1)C)C=CN=C4)C